Cl.C(CC)OC=1C(=C2CCNCC2=CC1)C1=CC=C(C=C1)C(F)(F)F 6-propoxy-5-(4-(trifluoromethyl)phenyl)-1,2,3,4-tetrahydroisoquinoline hydrochloride